ClC1=C(C=NNC1=O)CCCN1CC2(C1)CC(C2)CC2=C1CN(C(C1=C(C=C2)C)=O)C 4-((2-(3-(5-chloro-6-oxo-1,6-dihydropyridazin-4-yl)propyl)-2-azaspiro[3.3]heptan-6-yl)methyl)-2,7-dimethylisoindolin-1-one